lithium (trifluoromethanesulfonyl)(pentafluoroethanesulfonyl)amide FC(S(=O)(=O)[N-]S(=O)(=O)C(C(F)(F)F)(F)F)(F)F.[Li+]